C(C(=O)OCCC(C=C(C(C)C)C(C)C)C)(=O)OCC ethyl (5-isopropyl-3,6-dimethylhept-4-en-1-yl) oxalate